1,23-dichloro-11-tricosene ClCCCCCCCCCCC=CCCCCCCCCCCCCl